CN(CCCNC1=NC(=NC(=C1)C(C)C)NC(=O)NC1=CC=C(C=C1)OC(F)(F)F)C 1-(4-((3-(dimethylamino)propyl)amino)-6-isopropylpyrimidin-2-yl)-3-(4-(trifluoromethoxy)phenyl)urea